7-bromo-3-butyl-8-methoxy-3-methyl-5-phenyl-2,3,4,5-tetrahydro-1,2,5-benzothiadiazepine 1,1-dioxide BrC=1C(=CC2=C(N(CC(NS2(=O)=O)(C)CCCC)C2=CC=CC=C2)C1)OC